(Z)-4-benzylidene-3-phenylisoxazol-5-one C(/C1=CC=CC=C1)=C/1\C(=NOC1=O)C1=CC=CC=C1